4-(2-(difluoromethyl)-1H-benzo[d]imidazol-1-yl)-N-(1-(3-methoxyphenyl)-2-methylpropan-2-yl)-6-morpholino-1,3,5-triazin-2-amine FC(C1=NC2=C(N1C1=NC(=NC(=N1)N1CCOCC1)NC(CC1=CC(=CC=C1)OC)(C)C)C=CC=C2)F